CC1=CC=C(C=C1)S(=O)(=O)NC(C=CC(C=C)=O)C 4-methyl-N-(1-methyl-4-oxohexa-2,5-dien-1-yl)benzenesulfonamide